(E)-hydroxybiphenyl-4-carboxylic acid OC1=C(C=CC(=C1)C(=O)O)C1=CC=CC=C1